BrC1=NN(C=C1)C1=NC=NC=C1 4-(3-bromopyrazol-1-yl)pyrimidine